6-[4-[isobutyl(propanoyl)amino]phenyl]-N-(3-pyridylmethyl)pyridine-3-carboxamide C(C(C)C)N(C1=CC=C(C=C1)C1=CC=C(C=N1)C(=O)NCC=1C=NC=CC1)C(CC)=O